tert-butyl 4-(5-hydroxypyridin-2-yl)piperidine-1-carboxylate OC=1C=CC(=NC1)C1CCN(CC1)C(=O)OC(C)(C)C